S(=O)(=O)([O-])[O-].[Fe+2].[Mn+2].[Li+].CC1(CCC1)N1C=NC(=C1)C=O [1-(1-methylcyclobutyl)-1H-imidazol-4-yl]methanone lithium manganese iron sulfate